CN1C(N(CC=2C1=NC(=NC2)NC2=CC=C(C=C2)N2CCN(CC2)C)C2CCN(C1(CCC1)C2)C(C=C)=O)=O 1-methyl-7-[4-(4-methylpiperazin-1-yl)anilino]-3-(5-prop-2-enoyl-5-azaspiro[3.5]nonan-8-yl)-4H-pyrimido[4,5-d]pyrimidin-2-one